(R)-5-(2-fluoro-4-(trifluoromethyl)phenyl)-4-methyl-N-((3-piperidinyl)methyl)pyrimidin-2-amine, hydrochloride salt Cl.FC1=C(C=CC(=C1)C(F)(F)F)C=1C(=NC(=NC1)NC[C@H]1CNCCC1)C